N1N=C(C=2C1=CN=CC2)C=O (1H-pyrazolo[3,4-c]pyridin-3-yl)methanone